2-(2-Azidopropyl)-4,5-dihydro-1,3-oxazole N(=[N+]=[N-])C(CC=1OCCN1)C